BrC=1C=C(C=C(C1)OCC(F)(F)F)C1(CC1)NC(C[C@](C)(O)C1=C(C=C(C=C1)F)F)=O (S)-N-(1-(3-bromo-5-(2,2,2-trifluoroethoxy)phenyl)cyclopropyl)-3-(2,4-difluorophenyl)-3-hydroxybutanamide